N-(6-ethoxypyridin-2-yl)acetamide C(C)OC1=CC=CC(=N1)NC(C)=O